ClC1=C(N(N=C1C(F)(F)F)C1=CC(=CC=C1)C(N(C=1C=CC=2N(C1)N=C(N2)C)C)=O)COC2=CC=C(C(=O)OC(C)(C)C)C=C2 tert-Butyl 4-[[4-chloro-2-[3-[methyl-(2-methyl-[1,2,4]triazolo[1,5-a]pyridin-6-yl) carbamoyl]phenyl]-5-(trifluoromethyl)pyrazol-3-yl]methoxy]benzoate